C1(CC1)N1N=CC(=C1)C1N(CCN(C1)C(=O)OCC(Cl)(Cl)Cl)C(=O)OC(C)(C)C O1-tert-butyl O4-(2,2,2-trichloroethyl) 2-(1-cyclopropylpyrazol-4-yl)piperazine-1,4-dicarboxylate